COC=1C=C2CCN(CC2=CC1NC1=NC=C2C(=N1)N(N=C2)C2CC(C2)(C)CO)C trans-[3-[6-[(6-methoxy-2-methyl-3,4-dihydro-1H-isoquinolin-7-yl)amino]pyrazolo[3,4-d]pyrimidin-1-yl]-1-methyl-cyclobutyl]methanol